(S)-4-chloro-3-(4-(2-(4,4-difluorocyclohexyl)-2-(1-ethyl-1H-pyrazole-5-carboxamido)acetamido)phenyl)-2-methylpyridine 1-oxide ClC1=C(C(=[N+](C=C1)[O-])C)C1=CC=C(C=C1)NC([C@@H](NC(=O)C1=CC=NN1CC)C1CCC(CC1)(F)F)=O